F[C@H]1CNCC[C@H]1NC1=CC=CC=2C(=C(OC21)C#CCNC=2C=C(C(=O)NC)C=CC2OC)SC(F)(F)F 3-{[3-(7-{[(3S,4R)-3-fluoropiperidin-4-yl]amino}-3-[(trifluoromethyl)sulfanyl]-1-benzofuran-2-yl)prop-2-yn-1-yl]amino}-4-methoxy-N-methylbenzamide